OC[C@H](C1=CC=CC=C1)NC1=CC(=NC=C1C1=NC(=NO1)C=1C=NC=CC1)NC1=CC=C2C(=N1)N(N(C2=O)COC)C(C)C (S)-6-((4-((2-hydroxy-1-phenylethyl)amino)-5-(3-(pyridin-3-yl)-1,2,4-oxadiazol-5-yl)pyridin-2-yl)amino)-1-isopropyl-2-(methoxymethyl)-1,2-dihydro-3H-pyrazolo[3,4-b]pyridin-3-one